6-bromo-3,4-dichloro-2-fluoro-N-(pyridin-3-yl)benzamide BrC1=CC(=C(C(=C1C(=O)NC=1C=NC=CC1)F)Cl)Cl